(E)-N-(3-(2-(3-cyano-6-(1-methyl-1H-pyrazol-4-yl)pyrazolo[1,5-a]pyridin-4-yl)vinyl)phenyl)acrylamide C(#N)C=1C=NN2C1C(=CC(=C2)C=2C=NN(C2)C)/C=C/C=2C=C(C=CC2)NC(C=C)=O